C1(CC1)C(=O)N1CC=2C(=NC(=C(C2C1)C)C)NC Cyclopropyl[6,7-dimethyl-4-(methylamino)-1,3-dihydro-2H-pyrrolo[3,4-c]pyridin-2-yl]methanon